CSCCCC=O 4-(methylthio)butanal